BrC1=CC=CC=2C=3N(C(=NC12)N[C@H](C(=O)NCCCC)CC)N=C(N3)C3=C(C=C(C=C3)Cl)OC(F)(F)F (2S)-2-({7-bromo-2-[4-chloro-2-(trifluoromethoxy)phenyl][1,2,4]triazolo[1,5-c]quinazolin-5-yl}amino)-N-butylbutanamide